(2-(8-aminooct-1-yn-1-yl)-5-(piperazin-1-yl)phenyl)methanol NCCCCCCC#CC1=C(C=C(C=C1)N1CCNCC1)CO